C(C)(C)(C)OC(=O)N1C[C@@H](N(CC1)CC#C)C (3S)-3-methyl-4-prop-2-ynyl-piperazine-1-carboxylic acid tert-butyl ester